BrC=1C(=C(C=CC1)C1=NN2C(C(CCC2)NCCO)=C1)C 2-[[2-(3-bromo-2-methyl-phenyl)-4,5,6,7-tetrahydropyrazolo[1,5-a]pyridin-4-yl]amino]ethanol